C(#N)C1(CC(C1)C(=O)OC)NC1=CC(=CC=C1)I Methyl 3-cyano-3-((3-iodophenyl)amino)cyclobutane-1-carboxylate